OC(CCCC(=O)O)O 4-dihydroxymethyl-butyric acid